OC(C)(C)C=1C=C(C(=O)N2C3CC3CC2C(=O)N)C=CC1 2-(3-(2-hydroxypropan-2-yl)benzoyl)-2-azabicyclo[3.1.0]hexane-3-carboxamide